ClC=1C=C(C=CC1F)NC(N([C@@H](C)C1=CN=C(C2=CC=CC=C12)N(C)C)C)=O (S)-3-(3-chloro-4-fluorophenyl)-1-methyl-1-(1-(1-(dimethylamino)isoquinolin-4-yl)ethyl)urea